3-benzyloxy-2-[4-[tert-butyl-(dimethyl)silyl]oxy-3,3-dimethyl-but-1-ynyl]-N-(3,4-difluorophenyl)aniline C(C1=CC=CC=C1)OC=1C(=C(NC2=CC(=C(C=C2)F)F)C=CC1)C#CC(CO[Si](C)(C)C(C)(C)C)(C)C